2-chloro-9-(3-fluorobicyclo[1.1.1]pentan-1-yl)-7-methyl-7,9-dihydro-8H-purin-8-one ClC1=NC=C2N(C(N(C2=N1)C12CC(C1)(C2)F)=O)C